C(=O)(OCC1C2=CC=CC=C2C2=CC=CC=C12)C(COCCOCC(=O)O)N 2-[2-(2-Fmoc-aminoethoxy)ethoxy]Acetic acid